FC1=C(C(=CC=C1)OC)CC1=NC2=C(N1)C=CC(=C2)C(=O)OC methyl 2-[(2-fluoro-6-methoxy-phenyl) methyl]-1H-benzimidazole-5-carboxylate